4-(2-((4-(Difluoromethoxy)phenyl)sulfonyl)-2-azaspiro[3.4]octan-6-yl)morpholine FC(OC1=CC=C(C=C1)S(=O)(=O)N1CC2(C1)CC(CC2)N2CCOCC2)F